CO[C@@H]1CC[C@H](CC1)NC1=NC2=CC=CC=C2C(N1)=O (((trans)-4-methoxycyclohexyl)amino)quinazolin-4(3H)-one